C(C#C)C(CP(O)(O)=O)CC=C.C(C)(=O)N1CC(C1)NC(C1=C(N=CC(=C1)C1=C(C=C(C=C1)NC(C(O)C1=CC(=CC(=C1)F)F)=O)C)N)=O N-(1-acetylazetidin-3-yl)-2-amino-5-(4-(2-(3,5-difluorophenyl)-2-hydroxyacetamido)-2-methylphenyl)nicotinamide (2-propynyl)(2-propenyl)ethylphosphonate